BrC1=C(C(=C(C=C1)C(C(C)(F)F)=O)F)[Si](C)(C)C 1-(4-bromo-2-fluoro-3-(trimethylsilyl)phenyl)-2,2-difluoropropan-1-one